chloro-N-(6-((4-methylpiperazin-1-yl)methyl)pyridin-2-yl)benzamide ClC1=C(C(=O)NC2=NC(=CC=C2)CN2CCN(CC2)C)C=CC=C1